2-(6-methoxy-2',6'-dimethyl-[1,1'-biphenyl]-3-yl)-4-((3-((2-methoxyethyl)(methyl)carbamoyl)phenyl)carbamoyl)-5-methyl-1H-imidazole 3-oxide COC1=CC=C(C=C1C1=C(C=CC=C1C)C)C=1NC(=C([N+]1[O-])C(NC1=CC(=CC=C1)C(N(C)CCOC)=O)=O)C